((S)-1-(((S)-1-cyano-2-((S)-2-oxopiperidin-3-yl)ethyl)amino)-1-oxo-3-phenylpropan-2-yl)-4-methoxy-1H-indole-2-carboxamide C(#N)[C@H](C[C@H]1C(NCCC1)=O)NC([C@H](CC1=CC=CC=C1)N1C(=CC2=C(C=CC=C12)OC)C(=O)N)=O